(4-(4-amino-2-(2-methoxyethyl)-1H-imidazo[4,5-c]quinolin-1-yl)butyl)-N-(tetrahydro-2H-pyran-4-yl)acetamide NC1=NC=2C=CC=CC2C2=C1N=C(N2CCCCCC(=O)NC2CCOCC2)CCOC